3-Amino-3-{[3-methyl-1-oxo-1-(propan-2-yloxy)butan-2-yl]carbamoyl}propanoic acid NC(CC(=O)O)C(NC(C(OC(C)C)=O)C(C)C)=O